4-Nitrophenyl-propionic acid [N+](=O)([O-])C1=CC=C(C=C1)C(C(=O)O)C